ClC1=C(C=CC=C1)C1=C2N(C(=NC1)NC[C@H](C)O)C=CC(=C2)C(F)(F)F 4-(2-Chlorophenyl)-1-(((2S)-2-hydroxypropyl)amino)-6-(trifluoromethyl)-3H-pyrido[1,2-c]pyrimidine